N-((R)-1-(3-amino-5-(trifluoromethyl)phenyl)-ethyl)-7-methoxy-2-methyl-6-(((S)-tetrahydrofuran-3-yl)oxy)quinazolin-4-amine NC=1C=C(C=C(C1)C(F)(F)F)[C@@H](C)NC1=NC(=NC2=CC(=C(C=C12)O[C@@H]1COCC1)OC)C